4-{5-amino-6-[1-(2-chloro-3,6-difluoro-phenyl)-ethoxy]-pyrazin-2-yl}-N-(1-methyl-piperidin-4-yl)-benzamide NC=1N=CC(=NC1OC(C)C1=C(C(=CC=C1F)F)Cl)C1=CC=C(C(=O)NC2CCN(CC2)C)C=C1